4-amino-2-fluorophenylboronic acid NC1=CC(=C(C=C1)B(O)O)F